3-[2-[(E)-3-[3-chloro-2-hydroxy-6-(methoxymethoxy)phenyl]-3-oxo-prop-1-enyl]-5-(trifluoromethyl)phenoxy]propionic acid ClC=1C(=C(C(=CC1)OCOC)C(/C=C/C1=C(OCCC(=O)O)C=C(C=C1)C(F)(F)F)=O)O